bis(dimethylamino-2-methyl-2-propoxy)nickel CN(C)CC(C)(O[Ni]OC(CN(C)C)(C)C)C